S1S[C@@H](CC1)CCCCC(=O)OCCOCCOCC[N+]1=CN(C(=C1)C[C@H]1COC([C@H]1CC)=O)C 3-(2-(2-(2-((5-((R)-1,2-dithiolan-3-yl)pentanoyl)oxy)ethoxy)ethoxy)ethyl)-5-(((3R,4S)-4-ethyl-5-oxotetrahydrofuran-3-yl)methyl)-1-methyl-1H-imidazol-3-ium